5-[5-(4-fluorophenyl)-6-isopropyl-1H-pyrazolo[4,3-g]quinolin-7-yl]-6-methoxy-pyridine-2-carboxylic acid FC1=CC=C(C=C1)C1=C(C(=NC2=CC3=C(C=C12)C=NN3)C=3C=CC(=NC3OC)C(=O)O)C(C)C